N-(4-(4-((2-((tert-butyldimethylsilyl)oxy)ethyl)prolyl)piperazine-1-carbonyl)-3-chlorophenyl)-5-(2,3-difluoro-4-(3-methyl-1H-pyrazol-4-yl)phenyl)-1-methyl-1H-imidazole-2-carboxamide [Si](C)(C)(C(C)(C)C)OCCN1[C@@H](CCC1)C(=O)N1CCN(CC1)C(=O)C1=C(C=C(C=C1)NC(=O)C=1N(C(=CN1)C1=C(C(=C(C=C1)C=1C(=NNC1)C)F)F)C)Cl